(2s,3r)-2-((t-butoxycarbonyl)amino)-3-hydroxy-4-phenylbutyric acid C(C)(C)(C)OC(=O)N[C@H](C(=O)O)[C@@H](CC1=CC=CC=C1)O